(8-((5-chloro-4-((cyclopropylmethyl)amino)-7H-pyrrolo[2,3-d]pyrimidin-2-yl)amino)-2,3-dihydrobenzo[b][1,4]dioxin-5-yl)(morpholino)methanone ClC1=CNC=2N=C(N=C(C21)NCC2CC2)NC2=CC=C(C1=C2OCCO1)C(=O)N1CCOCC1